(+)-citrulline N[C@@H](CCCNC(=O)N)C(=O)O